O=C1NC(CCC1N1C(C2=C(C=C(C=C2C1)N1CCC(CC1)C=O)OC)=O)=O 1-[2-(2,6-dioxo-3-piperidyl)-7-methoxy-1-oxo-isoindolin-5-yl]piperidine-4-carbaldehyde